C(=O)C1=NN2C(CN([C@@H]([C@H]2C)C)C(=O)OC(C)(C)C)=C1 tert-butyl (6R,7R)-2-formyl-6,7-dimethyl-6,7-dihydro-4H-pyrazolo[1,5-a]pyrazine-5-carboxylate